C(C#C)O[C@H]1[C@@H](O[C@@H]([C@H]1O)CO)N1C=NC=2C(=O)NC(N)=NC12 O-propargylguanosine